2-(4-chlorophenyl)-3-(4-chlorophenyl)isoindolin-1-one ClC1=CC=C(C=C1)N1C(C2=CC=CC=C2C1C1=CC=C(C=C1)Cl)=O